C(C)OC=1[C@H](N(CCN1)C(=O)C1=CC=C(C=C1)F)C (R)-(3-ethoxy-2-methyl-5,6-dihydropyrazin-1(2H)-yl)(4-fluorophenyl)methanone